(R)-1-((1R,4R)-4-aminocyclohexyl)ethane-1-ol NC1CCC(CC1)[C@@H](C)O